3-(5-(1-((3-fluoro-bicyclo[1.1.1]pentan-1-yl)methyl)piperidin-4-yl)-1-oxoisoindolin-2-yl)piperidine-2,6-dione FC12CC(C1)(C2)CN2CCC(CC2)C=2C=C1CN(C(C1=CC2)=O)C2C(NC(CC2)=O)=O